CS(=O)(=O)C1=CC=C(C=N1)C1=CC(=NC2=C(N=CC=C12)C1=CC=NN1C1OCCCC1)N1CCOCC1 4-[6-(methylsulfonyl)pyridin-3-yl]-2-(morpholin-4-yl)-8-[1-(tetrahydro-2H-pyran-2-yl)-1H-pyrazol-5-yl]-1,7-naphthyridine